tert-Butyl 5-cyano-5',6'-dihydro-[2,4'-bipyridine]-1'(2'H)-carboxylate C(#N)C=1C=CC(=NC1)C1=CCN(CC1)C(=O)OC(C)(C)C